2-(4-{2-[(2,3-dihydro-1H-inden-2-yl)amino]pyrimidin-5-yl}-3-[4-(methoxycarbonyl)phenyl]-1H-pyrazol-1-yl)acetic acid C1C(CC2=CC=CC=C12)NC1=NC=C(C=N1)C=1C(=NN(C1)CC(=O)O)C1=CC=C(C=C1)C(=O)OC